diisopropylamine-tetrazolium salt [NH+]=1NN=NC1.C(C)(C)NC(C)C